C1C(CC2=CC=CC=C12)NC1=NC=C(C=N1)C=1C=CC(=C(CNC(=O)N2CC3=C(CC2)NN=N3)C1)F N-(5-(2-((2,3-dihydro-1H-inden-2-yl)amino)pyrimidin-5-yl)-2-fluorobenzyl)-1,4,6,7-tetrahydro-5H-[1,2,3]triazolo[4,5-c]pyridine-5-carboxamide